BrC=1C=C2C(N(C(=NC2=C(C1)[C@@H](C)NC1=C(C(=O)O)C=C(C=C1)F)C1CCOCC1)C)=O (R)-2-((1-(6-bromo-3-methyl-4-oxo-2-(tetrahydro-2H-pyran-4-yl)-3,4-dihydroquinazolin-8-yl)ethyl)amino)-5-fluorobenzoic acid